C(#N)CN1C=[N+](C=C1)CC#N 1,3-biscyanomethylimidazolium